FC(OC(C)C1=C(C=CC(=C1)F)C(C)=O)F 1-(2-(1-(difluoromethoxy)ethyl)-4-fluorophenyl)ethan-1-one